P(=O)(OCCCCCl)([O-])[O-].[Na+].[Na+] sodium 4-chlorobutyl phosphate